COC=1C=C(N(C)C)C=CC1 3-methoxy-N,N-dimethylaniline